2-chloro-9,10-bis(n-butyloxy)anthracene ClC1=CC2=C(C3=CC=CC=C3C(=C2C=C1)OCCCC)OCCCC